BrC1=C(C=NN(C1=O)C)N[C@@H]1C[C@@H](CN(C1)C)C1=CC=C(C=C1)CN1CCC2(CCN(CC2)C2=C(C=C(C=C2)C2C(NC(CC2)=O)=O)F)CC1 3-[4-[9-[[4-[(3R,5R)-5-[(5-bromo-1-methyl-6-oxo-pyridazin-4-yl)amino]-1-methyl-3-piperidyl]phenyl]methyl]-3,9-diazaspiro[5.5]undecan-3-yl]-3-fluoro-phenyl]piperidine-2,6-dione